BrC1=C(C=NN1C)C(F)(F)F 5-bromo-1-methyl-4-(tri-fluoromethyl)-pyrazole